aniline sulfite S(=O)(O)O.NC1=CC=CC=C1